O[C@@]1(CC[C@@H]2[C@@H]3CC[C@@]4([C@H](CC[C@H]4[C@@H]3CCC2C1)/C(/C)=N/O)C)C (E)-1-((3R,8R,9S,10S,13S,14S,17S)-3-hydroxy-3,13-dimethylhexadecahydro-1H-cyclopenta[a]phenanthren-17-yl)ethan-1-one oxime